5-(4-((3-(4-(4-amino-3-(4-phenoxyphenyl)-1H-pyrazolo(3,4-d)pyrimidin-1-yl)piperidin-1-yl)pyrrolidin-1-yl)methyl)piperidin-1-yl)-2-(2,6-dioxopiperidin-3-yl)isoindoline-1,3-dione NC1=C2C(=NC=N1)N(N=C2C2=CC=C(C=C2)OC2=CC=CC=C2)C2CCN(CC2)C2CN(CC2)CC2CCN(CC2)C=2C=C1C(N(C(C1=CC2)=O)C2C(NC(CC2)=O)=O)=O